[Pt+2].[K+] monopotassium platinum (II)